10-(3-chlorophenyl)-10H-phenoxazine ClC=1C=C(C=CC1)N1C2=CC=CC=C2OC=2C=CC=CC12